NC1[C@H](N2CCC1CC2)N (S)-3-aminoquinuclidineamine